C1(CC1)OCC(CO)O 3-cyclopropyloxypropane-1,2-diol